3-[5-[(3,5-dimethylpyrazol-1-yl)methyl]-2-pyridyl]-5-(trifluoromethyl)-1,2,4-oxadiazole CC1=NN(C(=C1)C)CC=1C=CC(=NC1)C1=NOC(=N1)C(F)(F)F